CC(CC(C[C@H]1CC(N(C1)C(=O)OC(C)(C)C)(C)C)COS(=O)(=O)C)(C)C tert-butyl (4S)-4-[4,4-dimethyl-2-(methylsulfonyloxymethyl)pentyl]-2,2-dimethyl-pyrrolidine-1-carboxylate